4-(3-((5,7-dimethyl-1H-indol-4-yl)methyl)-3-azabicyclo[3.1.0]hex-2-yl)benzoic acid CC=1C(=C2C=CNC2=C(C1)C)CN1C(C2CC2C1)C1=CC=C(C(=O)O)C=C1